FC(C(C(F)(F)F)(O)C1=CC=C(C=C1)C1=CC=C(C=C1)CN1C[C@H](N(CC1)CC1=CC=NC=C1)C(=O)OC(C)C)(F)F isopropyl (S)-4-((4'-(1,1,1,3,3,3-hexafluoro-2-hydroxypropan-2-yl)-[1,1'-biphenyl]-4-yl)methyl)-1-(pyridin-4-ylmethyl)piperazine-2-carboxylate